CC1=C(C=2N(C=C1C1=C(C3=C(N1)SC(=C3C)C3CCC(CC3)=O)C(C)C)N=CN2)C 4-[5-(7,8-dimethyl-[1,2,4]triazolo[1,5-a]pyridin-6-yl)-4-isopropyl-3-methyl-6H-thieno[2,3-b]pyrrol-2-yl]cyclohexanone